NC1=CC(=C(C(=O)O)C=C1N)F 4,5-Diamino-2-fluorobenzoic acid